ClC1=CC=C(C=C1)C(C1=NC(=NO1)CC(C(=O)O)=C)(F)F 2-((5-((4-chlorophenyl)difluoromethyl)-1,2,4-oxadiazol-3-yl)methyl)acrylic acid